6-(3-Chlorophenyl)-3-methyl-1-(pyridazin-3-ylmethyl)imidazo[4,5-b]pyridin ClC=1C=C(C=CC1)C=1C=C2C(=NC1)N(CN2CC=2N=NC=CC2)C